ClC1=C(N)C=C(C(=C1)OC1CC(C1)N(C)C)OC 2-chloro-4-((1s,3s)-3-(dimethylamino)cyclobutoxy)-5-methoxyaniline